N1=CC(=CC=C1)C1=CC=NC2=C(C=CC(=C12)[N+](=O)[O-])OC 4-(pyridin-3-yl)-5-nitro-8-methoxyquinoline